(R)-4-(2-(6-chloroimidazo[1,2-a]pyridin-3-yl)pyrimidin-4-yl)-1-cyclopropylpiperazine-2-carboxamide ClC=1C=CC=2N(C1)C(=CN2)C2=NC=CC(=N2)N2C[C@@H](N(CC2)C2CC2)C(=O)N